2-(4-butylphenyl)-2-((1E,3Z)-4-chloro-4-(3,4-dimethoxyphenyl)buta-1,3-dien-1-yl)-1,3-dithiane C(CCC)C1=CC=C(C=C1)C1(SCCCS1)\C=C\C=C(\C1=CC(=C(C=C1)OC)OC)/Cl